C(C)(C)(C)C1CCN(CC1)C(C(=O)N[C@@H](C(=O)NCC1=CC=C(C=C1)O)CCCN\C(=N/C(NCC)=O)\N)C1=CC=CC=C1 (2R)-2-(2-(4-(tert-butyl)piperidin-1-yl)-2-phenylacetamido)-5-((Z)-2-(ethylcarbamoyl)guanidino)-N-(4-hydroxybenzyl)pentanamide